C1(=CC=CC=C1)C1=NC(=NC(=N1)C1=CC=CC=C1)C1=C(C=C(C(=C1)C)O)O 2-(4,6-diphenyl-1,3,5-triazine-2-yl)-4-methyl-5-hydroxy-phenol